C1(=CC=C(C=C1)C[C@H](C[C@H](C(=O)O)C)N1C(C=CC1=O)=O)C1=CC=CC=C1 (2R,4S)-5-([1,1'-biphenyl]-4-yl)-4-(2,5-dioxopyrrol-1-yl)-2-methylpentanoic acid